(2-Chloro-6-((2,4,4-trimethylpentan-2-yl)amino)pyrimidin-4-yl)(3,4-dihydroquinolin-1(2H)-yl)methanone ClC1=NC(=CC(=N1)C(=O)N1CCCC2=CC=CC=C12)NC(C)(CC(C)(C)C)C